CC=1C(=NC(=NC1)NC1=CC(=C(C(=O)O)C=C1)C(F)(F)F)NC=1C=CC2=C(NC(O2)=O)C1 4-(5-methyl-4-(2-oxo-2,3-dihydrobenzo[d]oxazol-5-ylamino)pyrimidin-2-ylamino)-2-(trifluoromethyl)benzoic acid